(S)-6-(((S)-2-(3-(acetamidomethyl)bicyclo[1.1.1]pentan-1-yl)-3-oxohexahydroimidazo[1,5-a]Pyrazin-7(1H)-yl)methyl)-4-(3-fluoro-2-methylphenyl)-2-(thiazol-2-yl)-1,4-dihydropyrimidine C(C)(=O)NCC12CC(C1)(C2)N2C(N1[C@@H](CN(CC1)CC1=C[C@H](N=C(N1)C=1SC=CN1)C1=C(C(=CC=C1)F)C)C2)=O